O[C@@H]1[C@H](O[C@@H]([C@H]([C@@H]1O)O)CO)OCCN(C(CN(CC(=O)NCCCCCNC(OCC1=CC=CC=C1)=O)CC(N(CCO[C@H]1O[C@@H]([C@H]([C@@H]([C@@H]1O)O)O)CO)CCOC1OC(C(C(C1O)O)O)CO)=O)=O)CCO[C@H]1O[C@@H]([C@H]([C@@H]([C@@H]1O)O)O)CO Benzyl (5-(2-(bis(2-(bis(2-(((2S,3S,4S,5S,6R)-3,4,5-trihydroxy-6-(hydroxymethyl) tetrahydro-2H-pyran-2-yl)oxy)ethyl)amino)-2-oxoethyl)amino)acetamido)pentyl)carbamate